NC=1C2=C(N=CN1)N(C=C2C#CC=2C=NC=NC2)[C@@H]2O[C@@H]([C@H]([C@H]2O)O)CSCC2=C(N=CN2C)C2=CC=CC=C2 (2R,3R,4S,5S)-2-(4-Amino-5-(pyrimidin-5-ylethynyl)-7H-pyrrolo[2,3-d]pyrimidin-7-yl)-5-((((1-methyl-4-phenyl-1H-imidazol-5-yl)methyl)thio)methyl)tetrahydrofuran-3,4-diol